4-(5-Cyclopropyl-1,2,4-oxadiazol-3-yl)-4-ethyl-N-{2-fluoro-6-[4-(propan-2-yl)Piperazin-1-yl]phenyl}piperidin-1-carboxamide C1(CC1)C1=NC(=NO1)C1(CCN(CC1)C(=O)NC1=C(C=CC=C1N1CCN(CC1)C(C)C)F)CC